CS(=O)(=O)N1CCC(CC1)NC1=NN2C(C(=C(C=C2)C=2C=NNC2)OC2CCOCC2)=N1 N-(1-(methylsulfonyl)piperidin-4-yl)-7-(1H-pyrazol-4-yl)-8-((tetrahydro-2H-pyran-4-yl)oxy)-[1,2,4]triazolo[1,5-a]pyridin-2-amine